(3S,5S)-5-[(3-chloro-4-fluorophenyl)(propan-2-yl)carbamoyl]-1-[6-methyl-4-(trifluoromethyl)pyridin-2-yl]Pyrrolidine-3-carboxylic acid methyl ester COC(=O)[C@@H]1CN([C@@H](C1)C(N(C(C)C)C1=CC(=C(C=C1)F)Cl)=O)C1=NC(=CC(=C1)C(F)(F)F)C